5-(1-((1H-indazol-4-yl)methyl)-4-hydroxypiperidin-4-yl)-2-(2,6-dioxopiperidin-3-yl)isoindoline-1,3-dione N1N=CC2=C(C=CC=C12)CN1CCC(CC1)(O)C=1C=C2C(N(C(C2=CC1)=O)C1C(NC(CC1)=O)=O)=O